N[C@H](C(=O)O)CNC(CCl)=O (2S)-2-amino-3-[(2-chloroacetyl)amino]propionic acid